ClC1=CN=C(C=C1C(=O)NCC(F)(F)C1=C(C=C(C=C1)Cl)Cl)C(F)(F)F 5-chloro-N-[2-(2,4-dichlorophenyl)-2,2-difluoroethyl]-2-(trifluoromethyl)isonicotinamide